C(C)C(CCO)C 3-Ethyl-1-butanol